(R)-N-(1-(5-((4-(4-morpholino-7H-pyrrolo[2,3-d]pyrimidin-6-yl)phenyl)amino)pyridin-2-yl)piperidin-3-yl)acrylamide O1CCN(CC1)C=1C2=C(N=CN1)NC(=C2)C2=CC=C(C=C2)NC=2C=CC(=NC2)N2C[C@@H](CCC2)NC(C=C)=O